3-(3-Chloro-4-fluorophenyl)-1-((5-(difluoromethyl)-1H-pyrazol-3-yl)methyl)-1-(6-methoxypyridin-3-yl)urea ClC=1C=C(C=CC1F)NC(N(C=1C=NC(=CC1)OC)CC1=NNC(=C1)C(F)F)=O